CC1=CC=CC(=N1)C1=NC=CC(=N1)NC1=NC(=NC=C1)NC=1C=CC(=C(C1)CC(=O)OCC1CNC1)N1CCNCC1 azetidin-3-ylmethyl 2-[5-[[4-[[2-(6-methyl-2-pyridyl)pyrimidin-4-yl]amino]pyrimidin-2-yl]amino]-2-piperazin-1-yl-phenyl]acetate